NC1=C(C=CC=2N=CNC21)N 4,5-diaminobenzimidazole